Methyl (5S,8S,10aR)-5-{[(tert-butoxy)carbonyl]amino}-6-oxo-decahydropyrrolo[1,2-a][1,5]diazocine-8-carboxylate C(C)(C)(C)OC(=O)N[C@H]1CNCC[C@@H]2N(C1=O)[C@@H](CC2)C(=O)OC